1-hydroxyethyl-1,8-diazabicyclo[5.4.0]undec-7-ene chloride salt [Cl-].OC(C)C1N2CCCN=C2CCCC1